OC1CCCN2C1=NC(=CC2=O)C 6,7,8,9-tetrahydro-9-hydroxy-2-methyl-4H-pyrido[1,2-a]Pyrimidin-4-one